C(C1CO1)C(C)Cl glycidyl-(2-ethyl) chloride